[Li+].[Li+].C(C)C1C(C(CCC1)C(=O)[O-])C(=O)[O-] 3-ethylcyclohexane-1,2-dicarboxylic acid, dilithium salt